C(C)OC(=O)N1CCN(CC1)C1=NC=2N(C=C1)N=CC2C2=C(C=CC(=C2)F)OC 4-(3-(5-fluoro-2-methoxyphenyl)pyrazolo[1,5-a]pyrimidin-5-yl)piperazine-1-carboxylic acid ethyl ester